ClC=1C=C(C=CC1F)C1=NN(C(=C1CC1=CC(=C(C=C1)S(N)(=O)=O)F)CC1CC1)C=1SC=C(N1)C(=O)O 2-(3-(3-Chloro-4-fluorophenyl)-5-(cyclopropylmethyl)-4-(3-fluoro-4-sulfamoylbenzyl)-1H-pyrazol-1-yl)thiazole-4-carboxylic acid